O=C1NC2=C(O[C@@]13CN(CC3)C#N)N=CC(=C2)C2=CC=CC=C2 (S)-2-oxo-7-phenyl-1,2-dihydrospiro[pyrido[2,3-b][1,4]oxazine-3,3'-pyrrolidine]-1'-carbonitrile